2-(6-(3,5-dichlorophenyl)-2-(ethylsulfonyl)pyrazolo[1,5-a]pyrimidin-3-yl)-3-methyl-6-(trifluoromethyl)-3H-imidazo[4,5-c]pyridine ClC=1C=C(C=C(C1)Cl)C=1C=NC=2N(C1)N=C(C2C2=NC1=C(C=NC(=C1)C(F)(F)F)N2C)S(=O)(=O)CC